(2-fluoro-6-(1H-benzimidazol-5-yl)-4-propylphenyl)methanol FC1=C(C(=CC(=C1)CCC)C1=CC2=C(NC=N2)C=C1)CO